COC(=O)C=1C=2N(C=C(C1)Br)C(=CN2)Cl 6-bromo-3-chloroimidazo[1,2-a]pyridine-8-carboxylic acid methyl ester